C(C)C1=CC=C(C=C1)C1=NC2=C(N1C)C=C(C=C2)NC(OC(C)(C)C)=O tert.-butyl [2-(4-ethylphenyl)-1-methyl-1H-benzimidazol-6-yl]carbamate